2,7-diazaspiro[3.5]nonan-2-yl-(tetrahydro-1H-furo[3,4-c]pyrrol-5(3H)-yl)methanone C1N(CC12CCNCC2)C(=O)N2CC1C(C2)COC1